N=1CC(C=CC1)(C=1C=CC=NC1)C1=C(C=CC=C1)C1=CC(=CC=C1)C1=C(C=CC=C1)C1(CN=CC=C1)C=1C=CC=NC1 1,3-bis(3,5-bipyridyl-3-ylphenyl)benzene